2-(6-Chloro-benzothiazol-2-ylamino)-1-methyl-1H-benzoimidazole-5-carboxylic acid (2,2-dimethoxy-ethyl)-amide COC(CNC(=O)C1=CC2=C(N(C(=N2)NC=2SC3=C(N2)C=CC(=C3)Cl)C)C=C1)OC